CN1N=CC=2C1=NC=CC2N2C[C@H]([C@@H](CC2)C=2C=NC(=CC2)N2CCNCC2)C 1-methyl-4-[trans-3-methyl-4-(6-piperazin-1-yl-3-pyridinyl)-1-piperidinyl]pyrazolo[3,4-b]pyridine